FC=1C=C(C=C(C1)F)C1CC=NN1C(=O)C12CC(C1)(C2)CN2C(N(C1=C2C=CC=C1)C)=O 1-((3-(5-(3,5-difluorophenyl)-4,5-dihydro-1H-pyrazole-1-carbonyl)bicyclo[1.1.1]-pentan-1-yl)methyl)-3-methyl-1,3-dihydro-2H-benzo[d]imidazol-2-one